5-(2-fluorophenyl)-2,5,6,7-tetrahydro-3H-pyrrolo[2,1-c][1,2,4]triazol-3-one FC1=C(C=CC=C1)C1CCC2=NNC(N21)=O